N-(8-((4,6-bis((2-decyltetradecyl)oxy)-1,3,5-triazin-2-yl)amino)octyl)-2-(4-(((triisopropylsilyl)oxy)methyl)phenoxy)acetamide C(CCCCCCCCC)C(COC1=NC(=NC(=N1)OCC(CCCCCCCCCCCC)CCCCCCCCCC)NCCCCCCCCNC(COC1=CC=C(C=C1)CO[Si](C(C)C)(C(C)C)C(C)C)=O)CCCCCCCCCCCC